dicaffeoyl-para-coumaroyl-spermidine C(\C=C\C1=CC(O)=C(O)C=C1)(=O)C(N(C(\C=C\C1=CC=C(C=C1)O)=O)C(\C=C\C1=CC(O)=C(O)C=C1)=O)CCCNCCCN